FC1=C(C(=C(C(=C1OC([C@@H](N)CCCNC(=O)N)=O)F)F)F)F L-citrulline-pentafluorophenyl ester